C(#N)/C(/C(=O)N[C@H](CCO)C1=CC=CC=C1)=C\C1=CNC2=NC=CC=C21 (R,E)-2-cyano-N-(3-hydroxy-1-phenylpropyl)-3-(1H-pyrrolo[2,3-b]pyridin-3-yl)acrylamide